N-((5-(furan-2-yl)-3-methylpyridin-2-yl)methyl)-1-isobutyryl-6-methyl-4-(phenylsulfonyl)piperazine-2-carboxamide O1C(=CC=C1)C=1C=C(C(=NC1)CNC(=O)C1N(C(CN(C1)S(=O)(=O)C1=CC=CC=C1)C)C(C(C)C)=O)C